4-((4-Fluorobenzyl)(methyl)amino)-3-methylpiperidine-1-carboxylic acid tert-butyl ester C(C)(C)(C)OC(=O)N1CC(C(CC1)N(C)CC1=CC=C(C=C1)F)C